NC=1C(=NC2=C3C=CC=NC3=C(C=C2C1C=1C2=CN(N=C2C(=CC1)F)C1OCCCC1)SCCC(=O)OCC(CCCC)CC)OCC1=CC=C(C=C1)OC 2-Ethylhexyl 3-[[3-amino-4-[7-fluoro-2-(oxan-2-yl)indazol-4-yl]-2-[(4-methoxyphenyl)methoxy]-1,7-phenanthrolin-6-yl]sulfanyl]propanoate